FC=1C=CC(=NC1)OCC1N(C2CC(C1C)C2)C(=O)C2=NC(=CC=C2N2N=CC=N2)C 3-{[(5-fluoropyridin-2-yl)oxy]methyl}-4-methyl-2-[6-methyl-3-(2H-1,2,3-triazol-2-yl)pyridine-2-carbonyl]-2-azabicyclo[3.1.1]heptane